BrC=1C(=CC2=C(N=C(S2)C2=CC=CC=C2)C1)C=O 5-bromo-2-phenylbenzo[d]thiazole-6-formaldehyde